C1(=CCCC1)C1=C(C=C(C=C1O)\C=C\C=1N=CSC1)O (E)-2-(cyclopent-1-en-1-yl)-5-(2-(thiazol-4-yl)vinyl)benzene-1,3-diol